2-(2-oxabicyclo[2.1.1]hex-4-yl)-7-isopropoxy-N-(pyrazolo[1,5-a]pyrimidin-3-yl)imidazo[1,2-a]pyrimidine-6-carboxamide C12OCC(C1)(C2)C=2N=C1N(C=C(C(=N1)OC(C)C)C(=O)NC=1C=NN3C1N=CC=C3)C2